Cl(=O)(=O)(=O)[O-].C(C)C(C([NH3+])(CC)CC)(CC)CC tetraethyl-butyl-ammonium perchlorate